methylhexahydrobenzene CC1CCCCC1